3,5-diiodo-4-hydroxybenzoic acid methyl ester COC(C1=CC(=C(C(=C1)I)O)I)=O